NC1=NC=NC(=C1F)NC1=CC=C(C=C1)C(F)(F)F 4-amino-5-fluoro-6-{[4-(trifluoromethyl)phenyl]amino}pyrimidin